(1R,3S,5R)-2-(2-(4-amino-8-methyl-6-(p-tolyl)-9H-pyrimido[4,5-b]indol-9-yl)acetyl)-N-(6-bromopyridin-2-yl)-2-azabicyclo[3.1.0]hexane-3-carboxamide NC1=NC=NC=2N(C3=C(C=C(C=C3C21)C2=CC=C(C=C2)C)C)CC(=O)N2[C@@H]1C[C@@H]1C[C@H]2C(=O)NC2=NC(=CC=C2)Br